((3-hydroxyphenyl)(4-isopropylphenyl)methyl)cyclopropanecarboxamide OC=1C=C(C=CC1)C(C1=CC=C(C=C1)C(C)C)C1(CC1)C(=O)N